N1N=CC(=C1)C1=CC=C(C=C1)NC1=NC(=NC=C1)C1=CC=C2C=C(N(C2=C1)C)C(=O)N1C[C@H]([C@@H](C1)F)Br (6-(4-((4-(1H-pyrazol-4-yl)phenyl)amino)pyrimidin-2-yl)-1-methyl-1H-indol-2-yl)((3R,4R)-3-bromo-4-fluoropyrrolidin-1-yl)methanone